P(OC1=CC(=C(C(=C1)C(C)(C)C)C)C(C)(C)C)(OC1=CC(=C(C(=C1)C(C)(C)C)C)C(C)(C)C)[O-] bis(2,6-di-tert-butyl-4-tolyl) phosphite